2-(6-(((1S,2S,3R,5S,6R)-2-fluoro-6-methoxy-1,5-dimethyl-8-azabicyclo[3.2.1]octan-3-yl)(methyl)amino)pyridazin-3-yl)-5-(1H-imidazol-1-yl)phenol F[C@@H]1[C@@]2(C[C@H]([C@](C[C@H]1N(C1=CC=C(N=N1)C1=C(C=C(C=C1)N1C=NC=C1)O)C)(N2)C)OC)C